COC([C@H](CC(C)C)N1N=C(C=C(C1=O)C(F)(F)F)CCN1CC(C1)F)=O (S)-2-(3-(2-(3-fluoroazetidin-1-yl)ethyl)-6-oxo-5-(trifluoromethyl)pyridazine-1(6H)-yl)-4-methylpentanoic acid methyl ester